ClC1=CC(=C2C(=N1)N=C(O2)NC2CN(CCC2)C)C(C)(C)O 2-(5-chloro-2-((1-methylpiperidin-3-yl)amino)oxazolo[4,5-b]pyridin-7-yl)propan-2-ol